NC1=NC=C(C(=N1)C=1C=C2C=CN(C(C2=CC1F)=O)CCC[C@H](C)NC=1C=NNC(C1C(F)(F)F)=O)C(F)F 6-[2-amino-5-(difluoromethyl)pyrimidin-4-yl]-7-fluoro-2-[(4S)-4-[[6-oxo-5-(trifluoromethyl)-1H-pyridazin-4-yl]amino]pentyl]isoquinolin-1-one